C(C1=CC=CC=C1)N(CC[C@@H](C(=O)O)NC(=O)OC(C)(C)C)CCCCC1=NC=2NCCCC2C=C1 (S)-4-(benzyl(4-(5,6,7,8-tetrahydro-1,8-naphthyridin-2-yl)butyl)amino)-2-((tert-butoxycarbonyl)amino)butanoic acid